tert-butyl-(3-(3-(2,6-difluoro-4-(hydrazinocarbonyl) benzyl)-1,2,4-oxadiazol-5-yl) phenyl) carbamate C(N)(OC1=C(C(=CC=C1)C1=NC(=NO1)CC1=C(C=C(C=C1F)C(=O)NN)F)C(C)(C)C)=O